COC=1C=C(C=C2N=C(N(C2=O)C)C)C=C(C1OC)OC 4-(3,4,5-trimethoxybenzylidene)-1,2-dimethyl-imidazol-5-one